(S)-6-fluoro-1-(4-((3-methylmorpholino)methyl)phenyl)-1,4-dihydrothiochromeno[4,3-c]pyrazole-3-carboxylic acid ethyl ester 5,5-dioxide C(C)OC(=O)C=1C2=C(N(N1)C1=CC=C(C=C1)CN1[C@H](COCC1)C)C=1C=CC=C(C1S(C2)(=O)=O)F